triisopropyltin azide C(C)(C)[Sn](C(C)C)(C(C)C)N=[N+]=[N-]